[1,1'-bis(1-indenyl)methyl]hafnium dichloride [Cl-].[Cl-].C1(C=CC2=CC=CC=C12)C(C1C=CC2=CC=CC=C12)[Hf+2]